3-(4'-methoxy-[1,1'-biphenyl]-4-yl)hex-4-ynoic acid COC1=CC=C(C=C1)C1=CC=C(C=C1)C(CC(=O)O)C#CC